(E)-3-(3-Hydroxyphenyl)-1-(2,4,6-trimethylphenyl)prop-2-en-1-one OC=1C=C(C=CC1)/C=C/C(=O)C1=C(C=C(C=C1C)C)C